ClC1=CC=C(C=C1)C=1C=C(C(N(N1)C=1C=NN(C1)C([2H])([2H])[2H])=O)C(=O)N[C@H](CO)C (S)-6-(4-chlorophenyl)-N-(1-hydroxypropan-2-yl)-2-(1-(methyl-d3)-1H-pyrazole-4-yl)-3-oxo-2,3-dihydropyridazine-4-carboxamide